C1(CC1)N1C=C(C=2C1=NC(=CC2)OCC(F)(F)F)C(=O)O 1-cyclopropyl-6-(2,2,2-trifluoroethoxy)pyrrolo[2,3-b]pyridine-3-carboxylic acid